tert-Butyl (3S)-3-((4-(2-(4-amino-2,3-difluoro-phenoxy)-3-pyridyl)pyrimidin-2-yl)amino)piperidine-1-carboxylate NC1=C(C(=C(OC2=NC=CC=C2C2=NC(=NC=C2)N[C@@H]2CN(CCC2)C(=O)OC(C)(C)C)C=C1)F)F